C(=O)S(=O)C=O formyl Sulfoxide